tert-Butyl 7-(5-methyl-6-(prop-1-en-2-yl)pyridin-2-yl)-2-azaspiro[3.5]non-6-ene-2-carboxylate CC=1C=CC(=NC1C(=C)C)C1=CCC2(CN(C2)C(=O)OC(C)(C)C)CC1